nonamethyl-27-[(1S)-1-methylpropyl]-34-(piperidine-1-carbonyl)-1,4,7,10,13,16,19,22,25,28,31-undecazacyclotetratriacontane-2,5,8,11,14,17,20,23,26,29,32-undecone CC1(C(N(C(C(N(C(C(N(C(CC(NCC(NC(C(NCC(NCC(NCC(NCC(NCC(N1)=O)=O)=O)=O)=O)=O)[C@H](CC)C)=O)=O)C(=O)N1CCCCC1)C)=O)(C)C)C)=O)(C)C)C)=O)C